4-((4-((5-cyclopropyl-1H-pyrazol-3-yl)amino)-5-fluoropyrimidin-2-yl)amino)-N-(4-(2-(4-(4-(2,6-dioxopiperidin-3-yl)phenyl)piperazin-1-yl)ethyl)piperidin-1-yl)benzamide C1(CC1)C1=CC(=NN1)NC1=NC(=NC=C1F)NC1=CC=C(C(=O)NN2CCC(CC2)CCN2CCN(CC2)C2=CC=C(C=C2)C2C(NC(CC2)=O)=O)C=C1